C1(=CC=CC=C1)N1C=2C=CC3=C(C2C=2C4=C(C=CC12)C=CC=C4)C=CC=C3 7-phenyldibenzo[C,G]carbazole